FC1=C(C=C(C=C1C=1C=NN(C1)CCC(C)C)O)N1CC(NS1(=O)=O)=O 5-(2-fluoro-5-hydroxy-3-(1-isopentyl-1H-pyrazol-4-yl)phenyl)-1,2,5-thiadiazolidin-3-one 1,1-dioxide